[B]=O.[Ta] tantalum boron-oxide